tert-Butyl (S)-(1-((3-(trifluoromethoxy)phenyl)amino)heptan-2-yl)carbamate FC(OC=1C=C(C=CC1)NC[C@H](CCCCC)NC(OC(C)(C)C)=O)(F)F